CC=1N(C=2N(C(C(=C(N2)C(F)(F)F)C=2C=NN(C2)CC(C(F)(F)F)(F)F)=O)C1)C(C)C 2-methyl-6-[1-(2,2,3,3,3-pentafluoropropyl)-1H-pyrazol-4-yl]-1-(propan-2-yl)-7-(trifluoromethyl)-1H,5H-imidazo[1,2-a]pyrimidin-5-one